cyclohexane-1,4-dimethanol monomethacrylate C(C(=C)C)(=O)OCC1CCC(CC1)CO